BrC1=CC=C(C2=CN(N=C12)C)N1CCC(CC1)N(C(OC(C)(C)C)=O)C1CC1 tert-butyl N-[1-(7-bromo-2-methyl-indazol-4-yl)-4-piperidyl]-N-cyclopropyl-carbamate